methyl 2-[(2S)-2-[(tert-butyldimethylsilyl)oxy]propanamido]thiophene-3-carboxylate [Si](C)(C)(C(C)(C)C)O[C@H](C(=O)NC=1SC=CC1C(=O)OC)C